8-(trifluoromethyl)-3,5-dihydro-4H-pyrimido[5,4-b]indol-4-one FC(C1=CC=2C3=C(NC2C=C1)C(NC=N3)=O)(F)F